2-fluoro-4-(trifluoromethoxy)benzamide methyl-2-methyl-2-(1-methyl-1H-indazol-3-yl)propanoate COC(C(C)(C1=NN(C2=CC=CC=C12)C)C)=O.FC1=C(C(=O)N)C=CC(=C1)OC(F)(F)F